1,2,5-pentanetricarboxylic acid C(C(CCCC(=O)O)C(=O)O)C(=O)O